trans-1,2-dihydroxycyclohexane O[C@H]1[C@@H](CCCC1)O